benzoic acid, cyanide C(C1=CC=CC=C1)(=O)C#N